Benzyl-8-(2-fluorophenyl)-1-(3-hydroxypropyl)-3-methyl-1H-purine-2,6(3H,7H)-dione C(C1=CC=CC=C1)N1C(=NC=2N(C(N(C(C12)=O)CCCO)=O)C)C1=C(C=CC=C1)F